OC(C(C(=O)[O-])C)C 3-hydroxy-2-methylbutyrate